NC1=CC=C(C=N1)CCN1CCC(CC1)OC=1C=C2CN(CC2=CC1)C1C(NC(CC1)=O)=O 5-((1-(2-(6-aminopyridin-3-yl)ethyl)piperidin-4-yl)oxy)-2-(2,6-dioxopiperidin-3-yl)isoindoline